FC(F)(F)C=1N=NC=CC1C(=O)N trifluoromethylpyridazine-4-carboxamide